3-(3-(2-hydroxyethoxy)-4-methyl-1H-pyrazol-5-yl)-4-methylbenzoic acid OCCOC1=NNC(=C1C)C=1C=C(C(=O)O)C=CC1C